Trans-N-[2-methyl-7-{4-(trifluoromethyl)phenoxy}chroman-4-yl]acrylamide tert-butyl-3-(aminomethyl)-3-(((benzyloxy)carbonyl)amino)azetidine-1-carboxylate C(C)(C)(C)OC(=O)N1CC(C1)(NC(=O)OCC1=CC=CC=C1)CN.C[C@@H]1OC2=CC(=CC=C2[C@H](C1)NC(C=C)=O)OC1=CC=C(C=C1)C(F)(F)F